2-[3-(acetyloxy)prop-1-yn-1-yl]-5-[2-(difluoromethoxy)phenyl]pyridine-4-carboxylic acid C(C)(=O)OCC#CC1=NC=C(C(=C1)C(=O)O)C1=C(C=CC=C1)OC(F)F